FC1=C(C=CC=C1)C([2H])([2H])NC([C@@H](C)NC(C(C(C(=O)O)([2H])[2H])([2H])[2H])=O)=O (R)-4-((1-(((2-fluorophenyl)methyl-d2)amino)-1-oxopropan-2-yl)amino)-4-oxobutanoic acid-2,2,3,3-d4